2-(6'-((2-(1-(Cyclopropylsulfonyl)-1H-pyrazol-4-yl)pyrimidin-4-yl)amino)-4'-(((1s,4s)-4-((dimethylamino)methyl)cyclohexyl)amino)-[2,3'-bipyridin]-5-yl)-1,1,1-trifluoropropan-2-ol C1(CC1)S(=O)(=O)N1N=CC(=C1)C1=NC=CC(=N1)NC1=CC(=C(C=N1)C1=NC=C(C=C1)C(C(F)(F)F)(C)O)NC1CCC(CC1)CN(C)C